C(C)(C)(C)[Si](OCCCCCCCCCCCCCCC)(C)C (tert-butyl-dimethyl-siloxy)methyl-tetradecane